Ytterbium(III)-oxid [O-2].[Yb+3].[O-2].[O-2].[Yb+3]